ClC1=C(C=CC=C1)CC(=O)NC1=CC(=C2C=CN=C(C2=C1)OC1CCC1)S(N)(=O)=O 2-(2-chlorophenyl)-N-(1-cyclobutoxy-5-sulfamoylisoquinolin-7-yl)acetamide